C(=O)[C@H]1N(CC[C@@H]1C(N([C@H](C(OCC[Si](C)(C)C)=O)C(C)C)C)=O)C(=O)OC(C)(C)C tert-butyl (2S,3S)-2-formyl-3-(methyl((S)-3-methyl-1-oxo-1-(2-(trimethylsilyl)ethoxy)butan-2-yl)carbamoyl)pyrrolidine-1-carboxylate